FC(C1=CC=C(C=C1)P(Cl)C1=CC=C(C=C1)C(F)(F)F)(F)F bis(4-trifluoromethylphenyl)chlorophosphine